6-fluoro-N'-hydroxy-benzamidine FC1=CC=CC=C1C(=NO)N